C1(=CC=C(C=C1)C1=CC=CC=2C3=C(OC21)C(=CC=C3)B3OC(C(O3)(C)C)(C)C)C3=CC=CC=C3 2-(6-([1,1'-biphenyl]-4-yl)dibenzo[b,d]furan-4-yl)-4,4,5,5-tetramethyl-1,3,2-dioxaborolane